hexyltin triacrylate C(C=C)(=O)[O-].C(C=C)(=O)[O-].C(C=C)(=O)[O-].C(CCCCC)[Sn+3]